Ethyl (4-(3-amino-1H-indazol-5-yl)pyridin-2-yl)carbamate Ethyl-(4-bromopyridin-2-yl)carbamate C(C)N(C(O)=O)C1=NC=CC(=C1)Br.NC1=NNC2=CC=C(C=C12)C1=CC(=NC=C1)NC(OCC)=O